3,3-difluoro-4-(1-methyl-1H-pyrazol-4-yl)piperidine hydrochloride Cl.FC1(CNCCC1C=1C=NN(C1)C)F